FC(CN(C1=NC2=C(C=3C=CC(=CC13)F)N(N=N2)C)C2=CC(=CC(=C2)C#CC2(CC2)C(F)(F)F)F)F N-(2,2-difluoroethyl)-7-fluoro-N-(3-fluoro-5-((1-(trifluoromethyl)cyclopropyl)ethynyl)phenyl)-1-methyl-1H-[1,2,3]triazolo[4,5-c]isoquinolin-5-amine